CC=1C=C(C(=O)O)C=CC1NC(CC)=O 3-methyl-4-(propionylamino)benzoic acid